tert-butyl 4-[1-[4-(difluoromethoxy)phenyl]-5-isopropyl-pyrazol-3-yl]piperazine-1-carboxylate FC(OC1=CC=C(C=C1)N1N=C(C=C1C(C)C)N1CCN(CC1)C(=O)OC(C)(C)C)F